COCCN1N=C(C=C1)C=1C=C(C=CC1CNC(C=C)=O)C1=CC=C(C=C1)C(F)(F)F N-((3-(1-(2-methoxyethyl)-1H-pyrazol-3-yl)-4'-(trifluoromethyl)-[1,1'-biphenyl]-4-yl)methyl)acrylamide